(R)-N-(5-Fluoro-6-(2-methylmorpholino)pyridin-2-yl)-4-((2-hydroxyethyl)sulfonamido)-2-(6-azaspiro[2.5]octan-6-yl)benzamide FC=1C=CC(=NC1N1C[C@H](OCC1)C)NC(C1=C(C=C(C=C1)NS(=O)(=O)CCO)N1CCC2(CC2)CC1)=O